COC1=NC=NC(=C1C1=CC=C(C[N+]2=NOC(=C2)[N-]C(NC2=CC(=NC=C2)C(F)(F)F)=O)C=C1)C (3-(4-(4-Methoxy-6-methylpyrimidin-5-yl)benzyl)-1,2,3-oxadiazol-3-ium-5-yl)((2-(trifluoromethyl)pyridin-4-yl)carbamoyl)amide